(E)-2-cyano-3-(4-(diphenylamino)phenyl)acrylic acid C(#N)/C(/C(=O)O)=C\C1=CC=C(C=C1)N(C1=CC=CC=C1)C1=CC=CC=C1